(8'R)-4'-chloro-4,8'-difluoro-2'-(methylthio)-2,3,5',8'-tetrahydro-6'H-spiro[indene-1,7'-quinazoline] ClC1=NC(=NC=2[C@@H](C3(CCC12)CCC1=C(C=CC=C13)F)F)SC